2-METHYL-5-(PROP-2-YN-1-YLOXY)BENZO[D]THIAZOLE CC=1SC2=C(N1)C=C(C=C2)OCC#C